NC1=NC=NN2C1=CC=C2[C@@]2([C@@H]([C@H](CO2)O)O)C#N (2R,3S,4R,5S)-5-(4-aminopyrrolo[2,1-f][1,2,4]triazin-7-yl)-5-cyano-3,4-dihydroxytetrahydrofuran